C(C1=CC=CC=C1)N1CCC(CC1)CCNC(=O)N1[C@@H](CN(CC1)C1=CC(=C(C=C1)C#N)F)C (2R)-N-[2-(1-benzylpiperidin-4-yl)ethyl]-4-(4-cyano-3-fluorophenyl)-2-methylpiperazine-1-carboxamide